4-(4-bromo-2-oxo-2,3-dihydro-1H-1,3-benzodiazol-1-yl)-N-[3-(hydroxymethyl)phenyl]cyclohexane-1-carboxamide BrC1=CC=CC=2N(C(NC21)=O)C2CCC(CC2)C(=O)NC2=CC(=CC=C2)CO